C(C1=CC=CC=C1)N1C2=C(OCC1CC(CO)O)C=CC=C2 4-benzyl-3-(2,3-dihydroxypropyl)-3,4-dihydro-2H-benzo[b][1,4]Oxazine